BrC1=CC2=C(S1)C1=CC=3C=CC4=C(SC(=C4)CCC4CCCCC4)C3C=C1C=C2 2-bromo-8-(2-cyclohexylethyl)anthra[1,2-b:5,6-b']dithiophene